O1C=2C(OCC1CCCCCCS(=O)(=O)O)=CSC2.[Na] sodium 6-(2,3-dihydro-thieno[3,4-b][1,4]dioxin-2-yl)hexane-1-sulfonic acid